ethyl-7-phenylimidazo[1,2-c]pyrimidine-2-carboxamide TFA salt OC(=O)C(F)(F)F.C(C)C1=C(N=C2N1C=NC(=C2)C2=CC=CC=C2)C(=O)N